ClC=1C=C(CNS(=O)(=O)C2=CC=C(C=C2)NC(\C=C\C2=CC=NC=C2)=O)C=C(C1)Cl (E)-N-(4-(N-(3,5-dichlorobenzyl)sulfamoyl)phenyl)-3-(pyridin-4-yl)acrylamide